C(C)(C)(C)C1=CC=C(C=C1)C1=NN=C2SC(=NN21)S 3-(4-(tert-butyl)phenyl)-[1,2,4]triazolo[3,4-b][1,3,4]thiadiazole-6-thiol